C(#N)C1=C(C=CC(=C1)F)S(=O)(=O)N1C[C@@H]([C@@](C1)([C@H](C)O)O)OC1=CC(=C(C#N)C=C1)F 4-(((3s,4r)-1-((2-cyano-4-fluorophenyl)sulfonyl)-4-hydroxy-4-((S)-1-hydroxyethyl)pyrrolidin-3-yl)oxy)-2-fluorobenzonitrile